N-(4-(isoquinolin-4-yl)phenyl)-9-phenyl-9H-carbazol-3-amine C1=NC=C(C2=CC=CC=C12)C1=CC=C(C=C1)NC=1C=CC=2N(C3=CC=CC=C3C2C1)C1=CC=CC=C1